FC(C(=O)OCC)C(=O)C1=CC=C(C=C1)OC Ethyl 2-fluoro-3-(4-methoxyphenyl)-3-oxopropanoate